[Cl-].[Cl-].C1(C=CC=C1)[Zr+2]C1C2=CC=CC=C2C=2C=CC=CC12 (cyclopentadienyl)(9-fluorenyl)zirconium dichloride